tris(4-methoxyphenyl)phosphine COC1=CC=C(C=C1)P(C1=CC=C(C=C1)OC)C1=CC=C(C=C1)OC